C(C)(C)OC(=O)OCOP(=O)(OCOC(=O)OC(C)C)COC(=O)C1=CC2=C(S1)C=CC=C2 ((bis(((isopropoxycarbonyl)oxy)methoxy)phosphoryl)methyl)benzo[b]thiophene-2-carboxylate